potassium disulphide [S-][S-].[K+].[K+]